C[C@H]1O[C@H]([C@H](C[C@H]1NC(\C=C/C(COC1(COC1)C)C)=O)C)C\C=C(\C=C)/C (Z)-N-((2R,3R,5S,6S)-2,5-dimethyl-6-((E)-3-methylpent-2,4-dien-1-yl)tetrahydro-2H-pyran-3-yl)-4-methyl-5-((3-methyloxetan-3-yl)oxy)pent-2-enamide